C(C)OC1=C(C=C(C=C1)NC1(CCCC1)C(=O)O)C1=NN2C(C(N1)=O)=C(N=C2CCC)C 1-((4-ethoxy-3-(5-methyl-4-oxo-7-propyl-3,4-dihydroimidazo[5,1-f][1,2,4]triazin-2-yl)phenyl)amino)cyclopentane-1-carboxylic acid